4-(7-((4-((5-chloro-4-((2-(isopropylsulfonyl)phenyl)amino)pyrimidin-2-yl)amino)-5-methoxy-2-methylphenethyl)amino)hept-1-yn-1-yl)-2-(2,6-dioxopiperidin-3-yl)isoindoline-1,3-dione ClC=1C(=NC(=NC1)NC1=CC(=C(CCNCCCCCC#CC2=C3C(N(C(C3=CC=C2)=O)C2C(NC(CC2)=O)=O)=O)C=C1OC)C)NC1=C(C=CC=C1)S(=O)(=O)C(C)C